C1(=CC=CC=2SC3=C(C21)C=CC=C3)N(C3=CC(=CC(=C3)NC3=CC=CC=C3)N(C3=CC=CC=C3)C3=CC=CC=C3)C3=CC=CC=C3 N1-(dibenzo[b,d]thiophen-1-yl)-N1,N3,N3,N5-tetraphenylbenzene-1,3,5-triamine